6-bromo-2-ethyl-1,2,4-triazine-3,5(2H,4H)-dione BrC=1C(NC(N(N1)CC)=O)=O